1-(7-methyl-1H-benzo[d]imidazole-2-yl)ethan-1-one CC1=CC=CC2=C1NC(=N2)C(C)=O